4-(2,4-dioxotetrahydropyrimidin-1(2H)-yl)-3-methoxybenzene O=C1N(CCC(N1)=O)C1=C(C=CC=C1)OC